Benzyl (1R,3R,5S)-3-((4-(6-cyano-7-(dimethylphosphoryl)-1H-indol-3-yl)-5-(trifluoromethyl) pyrimidin-2-yl) amino)-8-azabicyclo[3.2.1]octane-8-carboxylate C(#N)C1=CC=C2C(=CNC2=C1P(=O)(C)C)C1=NC(=NC=C1C(F)(F)F)NC1C[C@H]2CC[C@@H](C1)N2C(=O)OCC2=CC=CC=C2